Cl.COCC1CNCC1 3-(methoxymethyl)pyrrolidine hydrogen chloride